(Z)-6-((2-(amino-methyl)-3-fluoro-allyl)oxy)-N-(pyridin-4-yl-methyl)benzo[d]-oxazol-2-amine 4-methylbenzene-sulfonate CC1=CC=C(C=C1)S(=O)(=O)O.NC/C(/COC1=CC2=C(N=C(O2)NCC2=CC=NC=C2)C=C1)=C/F